C(C=C)OCC(C(=O)OCCN1C(CCC1)=O)=C pyrrolidonylethyl α-allyloxymethylacrylate